2,5-dichloro-4,6-dimethylpyridine-3-carboxylic acid ClC1=NC(=C(C(=C1C(=O)O)C)Cl)C